ClC=1C=C2C3=C(NC2=CC1)[C@@H](N(CC3)C#N)CC(C)C (1S)-6-chloro-1-isobutyl-1,3,4,9-tetrahydropyrido[3,4-b]indole-2-carbonitrile